O1CC(C1)C1(NC=C(C=C1)N)N 2-(oxetan-3-yl)pyridine-2,5-diamine